CC1=CC=C(C=C1)S(=O)(=O)C1=CC=C(S1)C(=O)NCC1=NC=C(C=N1)C 5-(4-methylbenzene-1-sulfonyl)-N-[(5-methylpyrimidin-2-yl)methyl]thiophene-2-carboxamide